2-chloro-4-[[1-methyl-5-(2,5,6-trifluoro-3-pyridinyl)imidazole-2-carbonyl]amino]benzoic acid tert-butyl ester C(C)(C)(C)OC(C1=C(C=C(C=C1)NC(=O)C=1N(C(=CN1)C=1C(=NC(=C(C1)F)F)F)C)Cl)=O